F[C@@H]1[C@@]2(CC[C@](C[C@H]1N(C1=CC=C(N=N1)C1=C(C=C(C=C1)N1N=C(N=N1)C)O)C)(N2)C)C 2-(6-(((1S,2S,3R,5R)-2-fluoro-1,5-dimethyl-8-azabicyclo[3.2.1]octan-3-yl)(methyl)amino)pyridazin-3-yl)-5-(5-methyl-2H-tetrazol-2-yl)phenol